(S)-4-(1-(2-(3-chloro-4-methoxyphenethyl)-5-(3,5-dimethylisoxazol-4-yl)-1H-benzo[d]imidazol-1-yl)propan-2-yl)morpholine ClC=1C=C(CCC2=NC3=C(N2C[C@H](C)N2CCOCC2)C=CC(=C3)C=3C(=NOC3C)C)C=CC1OC